NC1=NC(=NC=C1)C(=O)N1CCCCC1 (4-aminopyrimidin-2-yl)(piperidin-1-yl)methanone